tert-Butyl (4-formylphenyl)methylcarbamate C(=O)C1=CC=C(C=C1)CNC(OC(C)(C)C)=O